COC(C1=NC(=CC(=C1Cl)C)Br)=O methyl-6-bromo-3-chloropicolinic acid methyl ester